tert-butyl 6-bromo-2-(((tert-butoxycarbonyl)(cyclobutylmethyl)amino)methyl)-1H-indole-1-carboxylate BrC1=CC=C2C=C(N(C2=C1)C(=O)OC(C)(C)C)CN(CC1CCC1)C(=O)OC(C)(C)C